N1(CCN(CC1)CCS(=O)(=O)O)CCS(=O)(=O)O.[Na] monosodium piperazine-1,4-diethanesulfonic acid